ClC=1C=C(C=C(C1)F)[C@@H]1C[C@@H](C=2N1N=C(N2)S)F (5S,7S)-5-(3-chloro-5-fluorophenyl)-7-fluoro-6,7-dihydro-5H-pyrrolo[1,2-b][1,2,4]triazole-2-thiol